COC(C1=CC(=C(C=C1)N)NCC1(OCCC1)NC(=O)OC(C)(C)C)=O.N=1NN=NC1C1CCN(CC1)C(C)=O 1-[4-(2H-tetrazol-5-yl)piperidin-1-yl]ethanone methyl-4-amino-3-(((2-((tert-butoxycarbonyl)amino)tetrahydrofuran-2-yl)methyl)amino)benzoate